Cl.CC1(OC2=C(O1)C(=CC(=C2C)C(=O)NCC=2C(NC(=CC2SC)C)=O)C=2C=NC(=CC2)N2CCSCC2)C2CCNCC2 2,4-dimethyl-N-((6-methyl-4-(methylthio)-2-oxo-1,2-dihydropyridin-3-yl)methyl)-2-(piperidin-4-yl)-7-(6-thiomorpholinopyridin-3-yl)benzo[d][1,3]dioxol-5-carboxamide hydrochloride